4-(6-amino-5-(4-(2-oxopyrrolidin-1-yl)phenyl)pyridin-3-yl)-7-(cyclopropylmethyl)-8,9-dihydropyrido[3',2':4,5]pyrrolo[1,2-a]pyrazin-6(7H)-one NC1=C(C=C(C=N1)C1=CC=NC2=C1C=C1N2CCN(C1=O)CC1CC1)C1=CC=C(C=C1)N1C(CCC1)=O